C1(=CC=CC=C1)C(C(=O)NC(=O)OCC)C1=CC=CC=C1 (2,2-diphenylacetyl)urethane